C1(CC1)NC(NC1=C(C=CC(=C1)NC(NC1=CC=CC=C1)=O)C)=O 3-cyclopropyl-1-{2-methyl-5-[(phenyl-carbamoyl)amino]-phenyl}urea